C(C)O[Si](CCCN(CCC[Si](OCC)(OCC)OCC)CCC[Si](OCC)(OCC)OCC)(OCC)OCC tris-[3-(triethoxysilyl)-propyl]-amine